1-(4-fluoro-2-(phenylethynyl)phenyl)prop-2-en-1-one FC1=CC(=C(C=C1)C(C=C)=O)C#CC1=CC=CC=C1